OC1=CN(S(N1CC[Si](C)(C)C)(=O)=O)C1=C(C=C(C=C1)C=CC(=O)C1=CC=CC=C1)OCC1=CC=CC=C1 3-[4-[4-Hydroxy-1,1-dioxo-5-(2-trimethylsilylethyl)-1,2,5-thiadiazol-2-yl]-3-phenylmethoxyphenyl]-1-phenylprop-2-en-1-one